CN(C(=O)C1CCS(CC1)(=O)=O)[C@H](C(F)(F)F)C1=NC=C(C=C1)NC1CC2=CC=C(C=C2C1)C(F)(F)F N-Methyl-N-((1S)-2,2,2-trifluoro-1-(5-((5-(trifluoromethyl)-2,3-dihydro-1H-inden-2-yl)amino)pyridin-2-yl)ethyl)tetrahydro-2H-thiopyran-4-carboxamide 1,1-dioxide